monohydroxy hydroperoxide OOO